(S)-2-methyl-4-((1-methyl-1H-pyrazol-4-yl)methyl)-N-(1-methylcyclopropyl)-5-oxo-1,2,4,5-tetrahydroimidazo[1,2-a]quinazoline-7-sulfonamide C[C@@H]1N=C2N(C3=CC=C(C=C3C(N2CC=2C=NN(C2)C)=O)S(=O)(=O)NC2(CC2)C)C1